17-Nonacosenoic acid C(CCCCCCCCCCCCCCCC=CCCCCCCCCCCC)(=O)O